O=S1(CCC(CC1)NC1=C2C=C(N(C2=CC=C1)CC(F)(F)F)C1=CC=C(C=C1)CNC=1C=CC(=NC1)C(C#N)(C)C)=O 2-(5-{[(4-{4-[(1,1-dioxo-1λ6-thian-4-yl)amino]-1-(2,2,2-trifluoroethyl)-1H-indol-2-yl}phenyl)methyl]amino}pyridin-2-yl)-2-methylpropanenitrile